water-hydrate O.O